(trimethylsilyl)oxyethylsilane C[Si](OCC[SiH3])(C)C